N-(3-(3-(3-methyl-1H-pyrazol-1-yl)prop-1-en-2-yl)phenyl)-6-(trifluoromethyl)picolinamide CC1=NN(C=C1)CC(=C)C=1C=C(C=CC1)NC(C1=NC(=CC=C1)C(F)(F)F)=O